ClC1=C(OC2=NC=CC3=CC(=CC(=C23)O[C@H](C(F)(F)F)C)NC(N(C)CC)=O)C(=CC=C1)F (S)-3-(1-(2-Chloro-6-fluorophenoxy)-8-((1,1,1-trifluoropropan-2-yl)oxy)isoquinolin-6-yl)-1-ethyl-1-methylurea